m-phenylenediamine sodium [Na].C1(=CC(=CC=C1)N)N